ethyl 2-(4-formyl-1-oxo-6-(trifluoromethyl)phthalazin-2(1H)-yl)acetate C(=O)C1=NN(C(C2=CC=C(C=C12)C(F)(F)F)=O)CC(=O)OCC